BrC=1N(C=C(N1)C#N)COCC[Si](C)(C)C 2-bromo-1-[[2-(trimethylsilyl)ethoxy]methyl]imidazole-4-carbonitrile